[Ru](Cl)(Cl)Cl.C1(=CC=CC=C1)C1(CC(=NC=C1)C1=NC=CC=C1)C1=CC=CC=C1.C1(=CC=CC=C1)C1(CC(=NC=C1)C1=NC=CC=C1)C1=CC=CC=C1.C1(=CC=CC=C1)C1(CC(=NC=C1)C1=NC=CC=C1)C1=CC=CC=C1 tris(4,4-diphenyl-2,2-bipyridyl) ruthenium chloride